OC1(CC(C1)C(=O)N1CC2(C1)C[C@@H](CC2)C2=CC=C(C=C2)C(C)C)C |r| (rac)-((1s,3s)-3-hydroxy-3-methylcyclobutyl)(6-(4-isopropylphenyl)-2-azaspiro[3.4]oct-2-yl)methanone